3,8-dimethoxyphenanthridin COC=1C=CC2=C3C=CC(=CC3=CN=C2C1)OC